2-((3R,4R)-4-(((6-(((2-oxaspiro[3.5]nonan-7-yl)methyl)(ethyl)amino)-5-fluoropyrimidin-4-yl)amino)methyl)-3-hydroxypiperidin-1-yl)acetamide C1OCC12CCC(CC2)CN(C2=C(C(=NC=N2)NC[C@@H]2[C@H](CN(CC2)CC(=O)N)O)F)CC